3-(3-(1H-pyrrolo[2,3-b]pyridin-5-yl)phenyl)-N-(2-fluoro-3-(trifluoromethyl)phenyl)acrylamide N1C=CC=2C1=NC=C(C2)C=2C=C(C=CC2)C=CC(=O)NC2=C(C(=CC=C2)C(F)(F)F)F